[2H]C1=CC2=C(CC[C@@H]3[C@@H]2CC[C@]4([C@H]3CC([C@]4([2H])O)([2H])[2H])C)C(=C1O)[2H] 17β-Estradiol-2,4,16,16,17-D5